[8-(1-octylnonoxy)-8-oxo-octyl] (2S,4S)-4-[3-(azepan-1-yl)propanoyl oxy]-1-[7,7-dimethyl-8-oxo-8-(4-pentylnonoxy)octyl]pyrrolidine-2-carboxylate N1(CCCCCC1)CCC(=O)O[C@H]1C[C@H](N(C1)CCCCCCC(C(OCCCC(CCCCC)CCCCC)=O)(C)C)C(=O)OCCCCCCCC(=O)OC(CCCCCCCC)CCCCCCCC